N-(3-fluoro-7-(hydroxyimino)-8-oxo-5,6,7,8-tetrahydronaphthalene-1-yl)acetamide 1,7-diazaspiro[4.4]Nonane-1-carboxylate N1(CCCC12CNCC2)C(=O)O.FC=2C=C(C=1C(C(CCC1C2)=NO)=O)NC(C)=O